6-(3-amino-4-fluorophenoxy)-3-methylquinazolin-4(3H)-one NC=1C=C(OC=2C=C3C(N(C=NC3=CC2)C)=O)C=CC1F